O=C1N(CC2=CC=C(C=C12)C1=CC=C(C=C1)N1CCNCC1)C(C(=O)NC1=CC=C(C=C1)NC1=NC=NC2=CC=CC=C12)CC1=CC=CC=C1 2-(1-oxo-6-(4-(piperazin-1-yl)phenyl)isoindolin-2-yl)-3-phenyl-N-(4-(quinazolin-4-ylamino)phenyl)propanamide